3-[2-(4-chlorophenyl)triazol-4-yl]bicyclo[1.1.1]pentan-1-amine ClC1=CC=C(C=C1)N1N=CC(=N1)C12CC(C1)(C2)N